[Si](C)(C)(C)C#C TMS-Acetylene